1-(Phenylsulfonyl)-1H-indole C1(=CC=CC=C1)S(=O)(=O)N1C=CC2=CC=CC=C12